tert-butyl (5-hydroxy tetrahydro-2H-pyran-3-yl)carbamate OC1CC(COC1)NC(OC(C)(C)C)=O